N-[5-ethyl-4-(2-isopropylphenyl)-6-(4-piperazin-1-ylphenoxy)pyrimidin-2-yl]-1-methyl-pyrazole-4-sulfonamide C(C)C=1C(=NC(=NC1OC1=CC=C(C=C1)N1CCNCC1)NS(=O)(=O)C=1C=NN(C1)C)C1=C(C=CC=C1)C(C)C